COC1=CC(=NC=N1)C1=CC(=NN1)C(=O)N1CCC(CC1)C(=O)NC1CCC(CC1)C [5-(6-methoxypyrimidin-4-yl)-1H-pyrazole-3-carbonyl]-N-[(1r,4r)-4-methylcyclohexyl]piperidine-4-carboxamide